(R)-4-(3-(8-Amino-4-methylpyrido[3,4-d]pyrimidin-2-yl)phenyl)-2-(thiazol-2-yl)but-3-yn-2-ol NC1=NC=CC2=C1N=C(N=C2C)C=2C=C(C=CC2)C#C[C@@](C)(O)C=2SC=CN2